(2R,4S)-N-(5-((-)-1-amino-3-cyclopropyl-1-(pyridin-2-yl)propyl)-2-fluorophenyl)-4-hydroxy-4-phenylpyrrolidine-2-carboxamide NC(CCC1CC1)(C1=NC=CC=C1)C=1C=CC(=C(C1)NC(=O)[C@@H]1NC[C@](C1)(C1=CC=CC=C1)O)F